2,3-dibromo-1-propanamine hydrochloride Cl.BrC(CN)CBr